(5R)-N-(1-ethyl-1-(4-ethylphenyl)propyl)-2,7,7-trimethyl-5-phenyl-4,5,6,7-tetrahydropyrazolo[1,5-a]Pyrimidine-3-carboxamide C(C)C(CC)(C1=CC=C(C=C1)CC)NC(=O)C=1C(=NN2C1N[C@H](CC2(C)C)C2=CC=CC=C2)C